O=C1N(CCC(N1)=O)C1=CC=C(C=C1)N1C[C@H](CC1)C(=O)O (S)-1-(4-(2,4-dioxotetrahydropyrimidin-1(2H)-yl)phenyl)pyrrolidine-3-carboxylic acid